N-(4-methylpyridin-2-yl)-5-nitrofuran-2-carboxamide CC1=CC(=NC=C1)NC(=O)C=1OC(=CC1)[N+](=O)[O-]